(R)-6-((3,3-difluoro-1-methylpiperidin-4-yl)oxy)-N-(5-(difluoromethoxy)-1H-pyrazol-3-yl)pyrazin-2-amine FC1(CN(CC[C@H]1OC1=CN=CC(=N1)NC1=NNC(=C1)OC(F)F)C)F